rac-tert-butyl (2R,5R)-2-(4-fluorophenyl)-5-methyl-4-oxo-piperidine-1-carboxylate FC1=CC=C(C=C1)[C@@H]1N(C[C@H](C(C1)=O)C)C(=O)OC(C)(C)C |r|